1-(4-(2-(2-fluoro-4-methoxyphenyl)quinazolin-4-yl)piperazin-1-yl)prop-2-en-1-one FC1=C(C=CC(=C1)OC)C1=NC2=CC=CC=C2C(=N1)N1CCN(CC1)C(C=C)=O